C(C)OC(=O)C=1C=NN(C1)CC1=CC(=CC=C1)OC 1-[(3-methoxyphenyl)methyl]pyrazole-4-carboxylic acid ethyl ester